3-butyramido-N-((2S)-3-cyclohexyl-1-oxo-1-(6-(pyridin-3-yl)-5,6-dihydropyridin-1(2H)-yl)propan-2-yl)benzamide C(CCC)(=O)NC=1C=C(C(=O)N[C@H](C(N2CC=CCC2C=2C=NC=CC2)=O)CC2CCCCC2)C=CC1